N-(hydroxymethyl)nonanamide nickel-nickel aluminum [Al].[Ni].[Ni].OCNC(CCCCCCCC)=O